P(OCCCCCCCCCCCCC)(OCCCCCCCCCCCCC)[O-] ditridecyl phosphite